O1C(C1)CN1C(N(C=2C1=NC=CC2)C(=O)OC(C)(C)C)=O tert-Butyl 3-(oxiran-2-ylmethyl)-2-oxo-2,3-dihydro-1H-imidazo[4,5-b]pyridine-1-carboxylate